FC1(COC1)COC1=NNC=C1NC=1N=CC2=C(N1)N(C(C21CC1)=O)[C@H]1C[C@@H](CCC1)O 2'-((3-((3-fluorooxetan-3-yl)methoxy)-1H-pyrazol-4-yl)amino)-7'-((1R,3R)-3-hydroxycyclohexyl)spiro[cyclopropane-1,5'-pyrrolo[2,3-d]pyrimidin]-6'(7'H)-one